C=CCCCCCCCCCCCCCCCCCCCC 1-Docosene